4-((9-(2-cyclopropyl-5-methoxy-4-nitrophenyl)-3,9-diazaspiro[5.5]undecan-3-yl) Methyl)piperidine-1-carboxylate C1(CC1)C1=C(C=C(C(=C1)[N+](=O)[O-])OC)N1CCC2(CCN(CC2)CC2CCN(CC2)C(=O)[O-])CC1